NC1=NN(C(=N1)C)CCC[Si](OCC)(OCC)OCC 3-amino-5-methyl-1-[3-(triethoxysilyl)propyl]-1,2,4-triazole